C(C)(C)(C)OC(=O)N([C@H]1C[C@H](C[C@@H]1OC)NC(OCC1=CC=CC=C1)=O)C benzyl {(1R,3S,4S)-3-[(tert-butoxycarbonyl) (methyl)amino]-4-methoxycyclopentyl}carbamate